1-((2-ethyl-6-methyl-3-oxo-3,4-dihydro-2H-benzo[b][1,4]oxazine-7-yl)sulfonyl)-N-(4-fluorophenyl)piperidine-3-carboxamide C(C)C1C(NC2=C(O1)C=C(C(=C2)C)S(=O)(=O)N2CC(CCC2)C(=O)NC2=CC=C(C=C2)F)=O